C(C)OC(=O)C=1N=NNC1OC1=CC=C(C=C1)Br 5-(4-Bromophenyloxy)-1H-1,2,3-triazole-4-carboxylic acid ethyl ester